5-bromo-3-(4-isopropylpiperazin-1-yl)-1-methylpyridin-2(1H)-one BrC=1C=C(C(N(C1)C)=O)N1CCN(CC1)C(C)C